3-fluoro-N-[8-fluoro-2-methylimidazo[1,2-a]pyridin-6-yl]-5-[methyl(2,2,6,6-tetramethylpiperidin-4-yl)amino]thiophene-2-carboxamide FC1=C(SC(=C1)N(C1CC(NC(C1)(C)C)(C)C)C)C(=O)NC=1C=C(C=2N(C1)C=C(N2)C)F